1-(5-amino-7-methoxyimidazo[1,2-c]quinazoline-2-carbonyl)-3-isopropylpiperidin-4-one NC1=NC=2C(=CC=CC2C=2N1C=C(N2)C(=O)N2CC(C(CC2)=O)C(C)C)OC